dimethyl 4-bromoisophthalate BrC1=C(C=C(C(=O)OC)C=C1)C(=O)OC